FC1=CC=C(C=C1)C1=NN2C(COC(C2C)C)=C1C1=C2C(=NC=C1)N(N=C2)COCC[Si](C)(C)C (6x-s,7x-r)-2-(4-fluorophenyl)-6,7-dimethyl-3-(1-((2-(trimethylsilyl)ethoxy)methyl)-1H-pyrazolo[3,4-b]Pyridin-4-yl)-6,7-dihydro-4H-pyrazolo[5,1-c][1,4]Oxazine